4-((3-(4-(((1S,4S)-4-(dimethylamino)cyclohexyl)amino)-1-(2,2,2-trifluoroethyl)-1H-indol-2-yl)prop-2-yn-1-yl)amino)-2-fluoro-5-methoxybenzamide CN(C1CCC(CC1)NC1=C2C=C(N(C2=CC=C1)CC(F)(F)F)C#CCNC1=CC(=C(C(=O)N)C=C1OC)F)C